C(C1=CC=CC=C1)N1C(N(C2=NC=CC=C21)[C@@H]2CN(CC2)CC=2N(C(=CN2)C(=O)OC(C)(C)C)C)=O tert-Butyl (S)-2-((3-(1-benzyl-2-oxo-1,2-dihydro-3H-imidazo[4,5-b]pyridin-3-yl)pyrrolidin-1-yl)methyl)-1-methyl-1H-imidazole-5-carboxylate